2-trichloroethylvinyl carbonate C(OC=CCC(Cl)(Cl)Cl)([O-])=O